OC1=C(C=CC=C1)C1C2(CC3CC(CC1C3)C2)C2=C(C=CC=C2)O di(hydroxyphenyl)adamantane